Bromo-5-chloro-2-(3-fluorophenyl)pyrazolo[1,5-a]pyrimidine BrC=1C(=NN2C1N=C(C=C2)Cl)C2=CC(=CC=C2)F